((8-cyclopentyl-7-ethyl-5-methyl-6-oxo-5,6,7,8-tetrahydropteridin-2-yl)amino)-3-methoxybenzoyl-hydrazine C1(CCCC1)N1C(C(N(C=2C=NC(=NC12)NN(N)C(C1=CC(=CC=C1)OC)=O)C)=O)CC